N-(4-(2-((4-(6-Ethoxypyrazin-2-yl)-2-fluorobenzyl)amino)propan-2-yl)thiazol-2-yl)cyclopropanesulfonamide C(C)OC1=CN=CC(=N1)C1=CC(=C(CNC(C)(C)C=2N=C(SC2)NS(=O)(=O)C2CC2)C=C1)F